(1R)-N-(7-chloro-6-(4-((3R,4R)-4-hydroxy-3-methyltetrahydrofuran-3-yl)piperazin-1-yl)isoquinolin-3-yl)spiro[2.3]hexane-1-carboxamide ClC1=C(C=C2C=C(N=CC2=C1)NC(=O)[C@@H]1CC12CCC2)N2CCN(CC2)[C@@]2(COC[C@@H]2O)C